ClC=1C=C(C=CC1)C1=NN(N=C1)C1=CC(=CC=C1)[C@H](C)SC1=NN=CN1C 4-(3-Chlorophenyl)-2-[3-[(1S)-1-[(4-methyl-4H-1,2,4-triazol-3-yl)sulfanyl]ethyl]phenyl]-2H-1,2,3-triazole